OC=1C(NN=C(C1)N1CCCCC1)=O 4-hydroxy-6-(piperidine-1-yl)pyridazine-3(2H)-one